N-(2-(4-benzylpiperidin-1-yl)ethyl)-5-hydroxy-1H-benzo[d]imidazol-2-carboxamide C(C1=CC=CC=C1)C1CCN(CC1)CCNC(=O)C1=NC2=C(N1)C=CC(=C2)O